NCCOCCOCCC(=O)NC1=C(C(=O)NC=2OC(=CN2)C)C=CC=C1 2-(3-(2-(2-aminoethoxy)ethoxy)propan-amido)-N-(5-methyloxazol-2-yl)benzamide